3,3-dimethyl-2-oxa-8-azaspiro[4.5]decan CC1(OCC2(C1)CCNCC2)C